The molecule is a member of the class of acrylamides that is (3R)-3-[4-amino-3-(4-phenoxyphenyl)pyrazolo[3,4-d]pyrimidin-1-yl]piperidine in which the piperidine nitrogen is replaced by an acryloyl group. A selective and covalent inhibitor of the enzyme Bruton's tyrosine kinase, it is used for treatment of B-cell malignancies. It has a role as an EC 2.7.10.2 (non-specific protein-tyrosine kinase) inhibitor and an antineoplastic agent. It is a pyrazolopyrimidine, an aromatic amine, an aromatic ether, a member of acrylamides, a N-acylpiperidine and a tertiary carboxamide. C=CC(=O)N1CCC[C@H](C1)N2C3=NC=NC(=C3C(=N2)C4=CC=C(C=C4)OC5=CC=CC=C5)N